6-(6-((2-((3S,4R)-3-fluoro-4-hydroxy-4-methylpiperidin-1-yl)pyrimidin-4-yl)amino)-4-isopropyl-2,7-naphthyridin-1-yl)-1-thia-6-azaspiro[3.3]Heptane 1,1-dioxide F[C@H]1CN(CC[C@@]1(C)O)C1=NC=CC(=N1)NC=1C=C2C(=CN=C(C2=CN1)N1CC2(CCS2(=O)=O)C1)C(C)C